FC1=CC=C(C=C1)C1(CCC1)N 1-(4-fluorophenyl)cyclobutan-1-amine